C1(CC1)S(=O)(=O)N1C[C@H]([C@H](CC1)NC1=NC=C(C(=N1)C=1N=CN(C1)CC(C)(O)C)C(F)(F)F)F (4-(2-(((3R,4S)-1-(cyclopropylsulfonyl)-3-fluoropiperidin-4-yl)amino)-5-(trifluoromethyl)pyrimidin-4-yl)-1H-imidazol-1-yl)-2-methylpropan-2-ol